NCCN1C(C=CC1=O)=O 1-(2-aminoethyl)pyrrole-2,5-dione